5-(4-aminopiperazin-1-yl)-7-hydroxy-2,3-dihydro-1,4-benzodioxine NN1CCN(CC1)C1=CC(=CC=2OCCOC21)O